1-((2S,5R)-5-ethyl-4-hydroxy-5-(hydroxymethyl)tetrahydrofuran-2-yl)pyrimidine-2,4(1H,3H)-dione C(C)[C@]1(C(C[C@H](O1)N1C(NC(C=C1)=O)=O)O)CO